3-[(7-cyano-1-isoquinolinyl)amino]propionic acid C(#N)C1=CC=C2C=CN=C(C2=C1)NCCC(=O)O